BrC=1C(=C(C(=NC1)N(C(OC(C)(C)C)=O)C(=O)OC(C)(C)C)C)F tert-butyl N-(5-bromo-4-fluoro-3-methylpyridin-2-yl)-N-[(tert-butoxy)carbonyl]carbamate